(2R,4S,5R,6R)-6-((1R,2R)-3-(2-(4-chlorophenyl)acetamido)-1,2-dihydroxypropyl)-5-(3,3-dimethylureido)-4-hydroxy-2-((6-(prop-2-yn-1-yloxy)hexyl)oxy)tetrahydro-2H-pyran-2-carboxylic acid ClC1=CC=C(C=C1)CC(=O)NC[C@H]([C@@H](O)[C@H]1[C@@H]([C@H](C[C@@](O1)(C(=O)O)OCCCCCCOCC#C)O)NC(=O)N(C)C)O